N-[(1S)-1-(dicyclopropylmethyl)-2-[[5-(3,5-dimethyl-1H-pyrazol-4-yl)-6-fluoro-2-pyridyl]amino]-2-oxo-ethyl]-2-methyl-pyrazole-3-carboxamide C1(CC1)C([C@@H](C(=O)NC1=NC(=C(C=C1)C=1C(=NNC1C)C)F)NC(=O)C=1N(N=CC1)C)C1CC1